1-(9Z-tetradecenoyl)-2-heneicosanoyl-glycero-3-phospho-(1'-sn-glycerol) CCCCCCCCCCCCCCCCCCCCC(=O)O[C@H](COC(=O)CCCCCCC/C=C\CCCC)COP(=O)(O)OC[C@H](CO)O